13-chloro-5,19,21-trifluoro-14-methoxy-16,16-dioxo-9-oxa-16λ6-thia-4,17-diazatetracyclo[16.3.1.111,15.02,7]tricosa-1(21),2(7),3,5,11,13,15(23),18(22),19-nonaen-10-one ClC=1C=C2C(OCC=3C=C(N=CC3C3=C(C=C(C(NS(C(C1OC)=C2)(=O)=O)=C3)F)F)F)=O